ClCC1=CC=C(C=C1)CC[Si](OCC)(OCC)OCC p-chloromethylphenylethyltriethoxysilane